OC1=C(C(=O)OCC\C=C/CC)C=CC=C1 (Z)-hex-3-en-1-yl 2-hydroxybenzoate